N-phenyl-2-(ditertbutylphosphino)indole C1(=CC=CC=C1)N1C(=CC2=CC=CC=C12)P(C(C)(C)C)C(C)(C)C